2,7-di-bromocarbazole BrC1=CC=2NC3=CC(=CC=C3C2C=C1)Br